N1=CN=C2NC=NC2=C1NC(CC)C=1OC2=CC=CC=C2C(C1C1=CC(=CC=C1)F)=O 2-(1-(9H-purin-6-ylamino)propyl)-3-(3-fluorophenyl)-4H-chromen-4-one